C(CCC)(=O)N1CCC(CC1)NS(=O)(=O)C1=CC=C(C2=CC=CC=C12)NC1=NC=NC2=CC=CC=C12 N-(1-butyrylpiperidin-4-yl)-4-(quinazolin-4-ylamino)naphthalene-1-sulfonamide